tert-butyl (R)-(((tert-butoxycarbonyl)imino)(3-(3-(6-((2-chlorophenyl)amino)pyridin-3-yl)-1,2,4-oxadiazol-5-yl)pyrrolidin-1-yl)methyl)carbamate C(C)(C)(C)OC(=O)N=C(N1C[C@@H](CC1)C1=NC(=NO1)C=1C=NC(=CC1)NC1=C(C=CC=C1)Cl)NC(OC(C)(C)C)=O